(2R,5S)-benzyl 5-methyl-2-(2-(piperazin-2-yl)benzo[d]thiazol-5-yl)piperidine-1-carboxylate C[C@H]1CC[C@@H](N(C1)C(=O)OCC1=CC=CC=C1)C=1C=CC2=C(N=C(S2)C2NCCNC2)C1